NCC=1C=NC(=NC1)C1=C(C=C(C#N)C=C1)C(=O)C1=C(N=C(S1)N1CCOCC1)C(F)(F)F 4-[5-(aminomethyl)pyrimidin-2-yl]-3-[2-morpholin-4-yl-4-(trifluoromethyl)-1,3-thiazole-5-carbonyl]benzonitrile